N1=CN=CC2=C1C=CN=C2C#N pyrido[4,3-d]pyrimidine-5-nitrile